S-carboxymethylcystein C(=O)(O)CSC[C@H](N)C(=O)O